C1(=CC=CC=C1)C1=CC(=NO1)C(=O)O 5-phenylisoxazole-3-carboxylic acid